3-[(1S,2S)-2-[(3-chloro-4-cyclopropoxyphenyl)carbonyl]cyclopropyl]-4,5-dihydro-1,2,4-oxadiazol-5-one ClC=1C=C(C=CC1OC1CC1)C(=O)[C@@H]1[C@H](C1)C1=NOC(N1)=O